diphenylacetylene C1(=CC=CC=C1)C#CC1=CC=CC=C1